[Si]([O-])([O-])([O-])[O-].[Na+].[Mg+2].[Li+] Lithium Magnesium Sodium Silicate